NC1=C(C=CC(=C1)F)NC(CCCCCCNC(=O)C1=CC(=NN1)C1=CC=C(C=C1)N)=O N-{7-[(2-amino-4-fluorophenyl)amino]-7-oxoheptyl}-3-(4-aminophenyl)-1H-pyrazole-5-carboxamide